FC1=C(N=C(S1)N)C=1C=NC(=NC1)N1C(CCC1)C 5-fluoro-4-(2-(2-methylpyrrolidin-1-yl)pyrimidin-5-yl)thiazol-2-amine